5-(1-methyl-1H-pyrazol-4-yl)-[1,2,4]triazolo[1,5-a]pyridin-2-amine CN1N=CC(=C1)C1=CC=CC=2N1N=C(N2)N